1-methyl-4-phenyl-5-(1H-pyrazol-4-yl)pyridin-2(1H)-one CN1C(C=C(C(=C1)C=1C=NNC1)C1=CC=CC=C1)=O